C(C)(=O)N[C@@H](CCCCNC(=O)OC(C)(C)C)C(=O)N[C@@H](C(C)C)C(=O)N[C@@H](CCCNC(N)=O)C(=O)NC1=CC=C(C=C1)COC(=O)OC1=CC=C(C=C1)[N+](=O)[O-] N2-acetyl-N6-(tert-butoxycarbonyl)-L-lysyl-L-valyl-N5-carbamoyl-N-[4-({[(4-nitrophenoxy)carbonyl]oxy}methyl)phenyl]-L-ornithinamide